Ammonium bromide iodide [I-].[Br-].[NH4+].[NH4+]